ClC=1C=C2C(=NC1)NC(=N2)S 6-chloro-3H-imidazo[4,5-b]pyridine-2-thiol